N=C1NC(C=2C=C3C(=CC12)C=CC(=C3)S(=O)(=O)N(C)C)=N 1,3-diimino-N,N-dimethyl-2,3-dihydro-1H-benzo[f]isoindole-6-sulfonamide